CC=1OC(=CC1C(=O)NC1=NC(=NS1)CC(C)N1CCCCC1)C1=CC(=CC=C1)C(F)(F)F 2-Methyl-N-(3-(2-(piperidin-1-yl)propyl)-1,2,4-thiadiazol-5-yl)-5-(3-(trifluoromethyl)phenyl)furan-3-carboxamide